2-chloro-6-(3,3,3-trifluoroprop-1-en-2-yl)pyridine ClC1=NC(=CC=C1)C(=C)C(F)(F)F